8-((2s,5r)-4-(5-fluoroquinolin-8-yl)-2,5-dimethylpiperazin-1-yl)-5-methyl-6-oxo-5,6-dihydro-1,5-naphthyridine-2-carbonitrile FC1=C2C=CC=NC2=C(C=C1)N1C[C@@H](N(C[C@H]1C)C1=CC(N(C=2C=CC(=NC12)C#N)C)=O)C